tert-butyl 4-[8-but-3-enyl-2-[(1-but-3-enylpyrazol-4-yl)amino]-7-oxo-pyrido[2,3-d]pyrimidin-6-yl]-8-methyl-2,3-dihydroquinoxaline-1-carboxylate C(CC=C)N1C(C(=CC2=C1N=C(N=C2)NC=2C=NN(C2)CCC=C)N2CCN(C1=C(C=CC=C21)C)C(=O)OC(C)(C)C)=O